2-hydroxypentanoate OC(C(=O)[O-])CCC